CN(C(=O)N)CCCCCCCCCCCC N-methyl-N-dodecylurea